ClC1=CC=C(CN2N=C3C4=C(CCC3=C2)OC(=C4C)C(=O)NCC(=O)NC4CC4)C=C1 2-(4-chlorobenzyl)-N-[2-(cyclopropylamino)-2-oxoethyl]-8-methyl-4,5-dihydro-2H-furo[2,3-g]indazole-7-carboxamide